CC1(CC(N(CC1)C1=CC=C(C=C1)C=1C=C(C=NC1)C1=CC=NC2=C1C=C1N2CCN(C1=O)C)=O)C 4-(5-(4-(4,4-dimethyl-2-oxopiperidin-1-yl)phenyl)pyridin-3-yl)-7-methyl-8,9-dihydropyrido[3',2':4,5]pyrrolo[1,2-a]pyrazin-6(7H)-one